2-Oxospiro[indoline-3,3'-pyrrolidine]-4'-carbonitrile O=C1NC2=CC=CC=C2C12CNCC2C#N